C(C=C)(=O)N1C[C@@H](CCC1)N1N=C(C=2C1=NC=NC2N)C(=O)NC=2OC1=C(N2)C=CC=C1 (R)-1-(1-acryloyl-piperidine-3-yl)-4-amino-N-(benzo[d]oxazole-2-yl)-1H-pyrazolo[3,4-d]pyrimidine-3-formamide